[Si](C)(C)(C(C)(C)C)OC[C@@H]1N([C@H]2C(N(C[C@@H]1C2)C2=CC=C(C=C2)C(F)(F)F)=O)C(=O)OC(C)(C)C tert-butyl (1S,5R,7R)-7-(((tert-butyldimethylsilyl)oxy)methyl)-4-oxo-3-(4-(trifluoromethyl)phenyl)-3,6-diazabicyclo[3.2.1]octane-6-carboxylate